C(C)=C1CC2C3C(OC4=C3C=C(C(=C4)C)C)C1C2 3-ethylidene-7,8-dimethyl-1,2,3,4,4a,9b-hexahydro-1,4-methanodibenzo[b,d]furan